COC1=CC=C(C2=C1NC(=N2)NC(C#CCNC(C)=O)=O)C=2C=NN(C2)C 4-Acetylamino-but-2-ynoic acid [7-methoxy-4-(1-methyl-1H-pyrazol-4-yl)-1H-benzoimidazol-2-yl]-amide